FC1=C(C(NC=2C=C(C=NC12)CN1CCN(CC1)C=1C=CC(=NC1)C(=O)NC)=O)C 5-(4-((8-fluoro-7-methyl-6-oxo-5,6-dihydro-1,5-naphthyridin-3-yl)methyl)piperazin-1-yl)-N-methylpicolinamide